6-propynyloxycoumarin C(#CC)OC=1C=C2C=CC(OC2=CC1)=O